NC=1C=C(C=NC1C)NC(=O)C1CN(C1)C1CCCCC1 N-(5-amino-6-methylpyridin-3-yl)-1-cyclohexylazetidine-3-carboxamide